(4-amino-7-fluoro-1,3-dihydrofuro[3,4-c]quinolin-8-yl)((3S)-3-(5-(trifluoromethyl)-2-pyridinyl)-1-pyrrolidinyl)methanone NC1=NC=2C=C(C(=CC2C2=C1COC2)C(=O)N2C[C@H](CC2)C2=NC=C(C=C2)C(F)(F)F)F